2-(1-(4-ethoxy-5-fluoro-pyridin-2-yl)ethyl)-7-((2-methyl-1H-imidazol-1-yl)methyl)-5-(4,4,5,5-tetramethyl-1,3,2-dioxaborolan-2-yl)-3,4-dihydroisoquinolin-1(2H)-one C(C)OC1=CC(=NC=C1F)C(C)N1C(C2=CC(=CC(=C2CC1)B1OC(C(O1)(C)C)(C)C)CN1C(=NC=C1)C)=O